1-(Hydroxymethyl)-1,2,3,5,6,11,12,12a-Octahydro-2,12-Methanopyrrolo[1',2':1,2]Azepino[4,5-b]Indol-8-Ol Formic Acid Salt C(=O)O.OCC1C2CN3C1C(C=1NC4=CC=C(C=C4C1CC3)O)C2